1,3-bismaleimidopropane C1(C=CC(N1CCCN1C(C=CC1=O)=O)=O)=O